palmitic acid dimyristate C(CCCCCCCCCCCCC)(=O)O.C(CCCCCCCCCCCCC)(=O)O.C(CCCCCCCCCCCCCCC)(=O)O